C=1N=CN2C1C(=CC=C2)C(=O)N2C[C@H]([C@@H](CC2)C2=CC=CC=C2)NC(CNC(OC(C)(C)C)=O)=O tert-butyl (2-(((3S,4S)-1-(imidazo[1,5-a]pyridine-8-carbonyl)-4-phenylpiperidin-3-yl)amino)-2-oxoethyl)carbamate